methyl 5-(3-aminophenyl)-1-((2-(trimethylsilyl)ethoxy)methyl)-1H-pyrazolo[3,4-c]pyridine-3-carboxylate NC=1C=C(C=CC1)C=1C=C2C(=CN1)N(N=C2C(=O)OC)COCC[Si](C)(C)C